(E)-1,2,3-triazole N1N=NC=C1